(R)-methyl 5-(4-(1-methyl-4-((1-(2-methyl-3-(trifluoromethyl)-phenyl)ethyl)amino)phthalazin-6-yl)piperazin-1-yl)pentanoate CC1=NN=C(C2=CC(=CC=C12)N1CCN(CC1)CCCCC(=O)OC)N[C@H](C)C1=C(C(=CC=C1)C(F)(F)F)C